vanadium-manganese-sodium phosphate sodium-sodium [Na+].[Na+].P(=O)([O-])([O-])[O-].[Na+].[Mn+2].[V+5]